hydroxyethyl-pyridine chloride [Cl-].OCCC1=NC=CC=C1